O[C@H]1[C@@H](O[C@@H]([C@H]([C@@H]1O)O)CO)N1C=C(C2=CC(=CC=C12)C)CC(=O)O 2-(1-((2R,3R,4S,5S,6R)-3,4,5-trihydroxy-6-(hydroxymethyl)tetrahydro-2H-pyran-2-yl)-5-methyl-1H-indol-3-yl)acetic acid